FC(C1=C2CNCC2=CC=C1)F 4-(difluoromethyl)-isoindoline